(4aS,5S,8aS)-5-((benzyloxy)methyl)-1,1,4a-trimethyl-6-methylenedecahydronaphthalene C(C1=CC=CC=C1)OC[C@@H]1[C@]2(CCCC([C@@H]2CCC1=C)(C)C)C